(1R,R,2R,3S,4R,5S)-1-(2-(2-Amino-3-fluoroquinolin-7-yl)ethyl)-4-(4-amino-7H-pyrrolo[2,3-d]pyrimidin-7-yl)bicyclo[3.1.0]hexane-2,3-diol NC1=NC2=CC(=CC=C2C=C1F)CC[C@@]12[C@H]([C@H]([C@@H]([C@H]2C1)N1C=CC2=C1N=CN=C2N)O)O